2,5-Dimethyl-2,5-bis-(tert.-butyl-peroxy)hexyn CC(C)(C#CC(C)(OOC(C)(C)C)C)OOC(C)(C)C